N1=CC(=C2N1C=CC=C2)N pyrazolo[1,5-a]pyrid-3-ylamine